oxetan-3-yl ((1r,4r)-4-(5-(2-(N-(tert-butyl)sulfamoyl)-4-(3-(2-fluorobenzyl)ureido)phenyl)thiazol-2-yl)cyclohexyl)carbamate C(C)(C)(C)NS(=O)(=O)C1=C(C=CC(=C1)NC(=O)NCC1=C(C=CC=C1)F)C1=CN=C(S1)C1CCC(CC1)NC(OC1COC1)=O